BrC1=C(C=CC=C1)CC(C=O)SC1=CC=C(C=C1)C(C)C 3-(2-bromophenyl)-2-((4-isopropylphenyl)thio)propanal